OCC1N(CC(C(C1O)O)O)CC1CCC(CC1)C=C hydroxymethyl-1-(((1s,4S)-4-vinylcyclohexyl)methyl)piperidine-3,4,5-triol